C(CCCCCCC\C=C/CCCCCCCC)(=O)NC(CO)C(CCCCCCCCCCCCCCC)O 2-OLEAMIDO-1,3-OCTADECANEDIOL